BrC=1C=C2C(=NC1)N(N=C2C=2CCN(CC2)C(=O)C2=C(C=C(C=C2)OC(F)(F)F)NC(OC(C)(C)C)=O)COCC[Si](C)(C)C tert-butyl N-{2-[4-(5-bromo-1-{[2-(trimethylsilyl)ethoxy]methyl} pyrazolo[3,4-b]pyridin-3-yl)-3,6-dihydro-2H-pyridine-1-carbonyl]-5-(trifluoromethoxy) phenyl}carbamate